COC1=C(C(=CC=C1)OC)N1C(=NN=C1C1=NC(=CC=C1)OCC)C(=O)NS(=O)(=O)CCC=1C=NC=CC1 4-(2,6-Dimethoxyphenyl)-5-(6-ethoxypyridin-2-yl)-N-((2-(pyridin-3-yl)ethyl)sulfonyl)-4H-1,2,4-triazole-3-carboxamide